(2S,4R)-1-[(2S)-2-(4-cyclopropyltriazol-1-yl)-3,3-dimethyl-butanoyl]-4-hydroxy-N-[2-oxo-2-[1-(2-pyridyl)ethylamino]ethyl]pyrrolidine-2-carboxamide C1(CC1)C=1N=NN(C1)[C@H](C(=O)N1[C@@H](C[C@H](C1)O)C(=O)NCC(NC(C)C1=NC=CC=C1)=O)C(C)(C)C